COC1=C(C=C(C(=O)NC(C)CCC)C=C1)C 4-methoxy-3-methyl-N-(pent-2-yl)benzamide